CC1=CC=C(C=C1)S(=O)(=O)[C@@]1([C@H](C(O)O[C@@H]([C@@H]1O)CO)O)O (3S)-3-p-toluenesulfonyl-galactopyranose